di(2-ethylhexyl)formamide C(C)C(CN(C=O)CC(CCCC)CC)CCCC